2-(4-chloro-2-fluorophenyl)-2-methyl-1,3-dioxolan-4-carboxylic acid ClC1=CC(=C(C=C1)C1(OCC(O1)C(=O)O)C)F